[C@H]12CC(C[C@@H]2O1)C(=O)OCC ethyl (1R,3s,5S)-6-oxabicyclo[3.1.0]hexane-3-carboxylate